N1N=CC=C1C1CN(CCC1)C1=C2NC=NC2=NC(=N1)N 6-(3-(1H-pyrazol-5-yl)piperidin-1-yl)-7H-purin-2-amine